Cl.N[C@H](C)C=1C=C(C=C(C1)OC)C=1C=NN(C1)CC(=O)N(C)C 2-[4-[3-[(1R)-1-Aminoethyl]-5-methoxy-phenyl]pyrazol-1-yl]-N,N-dimethyl-acetamide hydrochloride salt